1-[(2-isopropyl-1,3-dihydroisoindol-5-yl)methyl]imidazole-4-carboxamide C(C)(C)N1CC2=CC=C(C=C2C1)CN1C=NC(=C1)C(=O)N